N-((S)-1-((R)-3-(4-(N-tert-butylsulfamoyl)phenyl)-2-oxooxazolidin-5-yl)-2-phenylethyl)4-fluorobenzamide C(C)(C)(C)NS(=O)(=O)C1=CC=C(C=C1)N1C(O[C@H](C1)[C@H](CC1=CC=CC=C1)NC(C1=CC=C(C=C1)F)=O)=O